ClC1=C(C=CC=C1)C1=CC(=CC(N1)=O)C1=C2C(=NC=C1)NC(=C2)C(=O)NCC 4-(6-(2-chlorophenyl)-2-oxo-1,2-dihydropyridin-4-yl)-N-ethyl-1H-pyrrolo[2,3-b]pyridine-2-carboxamide